ClC=1C(=NC=C(C(=O)NC=2SC(=C(N2)C=2SC=C(C2)Cl)N2CCN(CC2)C2CCCCC2)C1)Cl 5,6-dichloro-N-[4-(4-chloro-2-thienyl)-5-(4-cyclohexyl-1-piperazinyl)-2-thiazolyl]nicotinamide